C1N(CC2C1CCC2)C=2C1=C(N=C(N2)C#N)N(C=C1)[C@H]1[C@@H]([C@@H]([C@H](O1)CS(=O)(=O)CP(O)(O)=O)O)O [(2S,3S,4R,5R)-5-[4-(3,3a,4,5,6,6a-hexahydro-1H-cyclopenta[c]pyrrol-2-yl)-2-cyano-pyrrolo[2,3-d]pyrimidin-7-yl]-3,4-dihydroxy-tetrahydrofuran-2-yl]methylsulfonylmethylphosphonic acid